N-[4-(benzyloxy)-2-fluorophenyl]-5-nitro-2-[3-(trifluoromethyl)phenyl]pyrimidin-4-amine C(C1=CC=CC=C1)OC1=CC(=C(C=C1)NC1=NC(=NC=C1[N+](=O)[O-])C1=CC(=CC=C1)C(F)(F)F)F